benzyl 4-(but-3-yn-1-yl)piperazine-1-carboxylate C(CC#C)N1CCN(CC1)C(=O)OCC1=CC=CC=C1